O1[C@@H](CC1)CN1C(=NC2=C1C=C(C=C2)C(=O)[O-])CN2CCC(CC2)C2=NC(=CC=C2)OCC2=CC=C1C=CC=NC1=C2 (S)-1-(oxetan-2-ylmethyl)-2-((4-(6-(quinolin-7-ylmethoxy)pyridin-2-yl)piperidine-1-yl)methyl)-1H-benzo[d]imidazole-6-carboxylate